N(6)-Adenosine C1[C@H]([C@H]([C@H]([C@@H](O1)NC2=NC=NC3=C2NC=N3)O)O)O